CC1=CC=C(N=N1)NC1=CC2=C(NC=N2)C=C1CC1COC1 N-(6-methylpyridazin-3-yl)-6-(oxetan-3-ylmethyl)-1H-benzimidazol-5-amine